BrC1=CC(=C(C=C1)CC(C(=O)OCC)NC(=O)OC(C)(C)C)F ethyl 3-(4-bromo-2-fluorophenyl)-2-[(tert-butoxycarbonyl) amino]propanoate